ClC1=CC2=CC(=CC=C2C=C1)Cl 2,7-dichloronaphthalene